C(C)(C)(C)NCCC(C(=O)N)N1C(C2=CC(=CC=C2C1)C1=NC(=NC=C1Cl)NC1=CNOC=C1)=O [2-(tert-butylamino)ethyl]-2-(6-{5-chloro-2-[(oxazin-4-yl)amino]pyrimidin-4-yl}-1-oxo-2,3-dihydro-1H-isoindol-2-yl)acetamide